[2-ethyl-6-(1-methyl-5-{[(2-methylpropoxy)carbonyl]amino}-1H-1,2,3-triazol-4-yl)pyridin-3-yl]oxylcyclohexane-1-carboxylic acid C(C)C1=NC(=CC=C1OC1(CCCCC1)C(=O)O)C=1N=NN(C1NC(=O)OCC(C)C)C